CC(C(=O)OC)(C(C)C)C methyl 2,2,3-trimethylbutyrate